C1(CC1)C(=O)NC1=CC(=C(N=N1)C(=O)NC([2H])([2H])[2H])NC1=NC=CC(=C1OC)C=1SC=CN1 6-cyclopropaneamido-4-{[3-methoxy-4-(1,3-thiazol-2-yl)pyridin-2-yl]amino}-N-(2H3)methylpyridazine-3-carboxamide